CCC(=S)NC1=CC=CC=C1 methylthioacetanilide